O[C@@H](COC1=CC(=NC(=C1)S(=O)(=O)C)NC1=CC(=NC=C1C1=NN(C=C1)C)NC(C)=O)C (R)-N-(4-((4-(2-hydroxypropoxy)-6-(methylsulfonyl)pyridin-2-yl)amino)-5-(1-methyl-1H-pyrazol-3-yl)pyridin-2-yl)acetamide